ClC1=CC(=NC(=N1)N1CCOCC1)NCCO 2-((6-chloro-2-morpholinopyrimidin-4-yl)amino)ethanol